ClC=1C=CC(=C(C1)C=1C=C(C=2OCCNC2N1)C=1C=C(C=NC1)NC(=O)CCCN(C(OC(C)(C)C)=O)C)F tert-butyl N-[3-({5-[6-(5-chloro-2-fluorophenyl)-2H,3H,4H-pyrido[3,2-b][1,4]oxazin-8-yl]pyridin-3-yl}carbamoyl)propyl]-N-methylcarbamate